1-(7-(cyclopropylmethoxy)benzofuran-2-yl)ethan-1-one C1(CC1)COC1=CC=CC=2C=C(OC21)C(C)=O